6-(pyrrolidin-3-yl)-1-(trifluoromethyl)imidazo[1,5-a]pyrazin-8(7H)-one hydrochloride Cl.N1CC(CC1)C=1NC(C=2N(C1)C=NC2C(F)(F)F)=O